FC=1C=C(C=CC1)C(=O)C=O 3-FLUOROPHENYLGLYOXAL